butyl ((2-(((S)-5-((4,4-difluorocyclohexyl)amino)pentan-2-yl)oxy)-6-methylpyridin-3-yl)sulfonyl)-L-prolinate FC1(CCC(CC1)NCCC[C@H](C)OC1=NC(=CC=C1S(=O)(=O)N1[C@@H](CCC1)C(=O)OCCCC)C)F